8-Cyclopropyl-2-(4-((5-cyclopropyl-3-(3,5-dichloropyridin-4-yl)isoxazol-4-yl)methoxy)bicyclo[2.2.2]octan-1-yl)chinolin C1(CC1)C=1C=CC=C2C=CC(=NC12)C12CCC(CC1)(CC2)OCC=2C(=NOC2C2CC2)C2=C(C=NC=C2Cl)Cl